4-chloro-2-(2,6-difluorophenyl)thiazolo[4,5-c]pyridine ClC1=NC=CC2=C1N=C(S2)C2=C(C=CC=C2F)F